CC=1SC(=C(N1)C)C1=CC=C(C=C1)[C@H](C)N (S)-1-(4-(2,4-dimethylthiazol-5-yl)phenyl)ethan-1-amine